2-(2-Bromobenzo[b]thiophen-3-yl)acetic acid ethyl ester C(C)OC(CC=1C2=C(SC1Br)C=CC=C2)=O